O1CCN(C2=C1C=CC=C2)NC(=O)C=2C=NC1=C(C=CC=C1C2N2COCC2)C2=C(C(=CC(=C2)F)F)F N-(2,3-dihydro-1,4-benzoxazin-4-yl)-4-oxazolidin-3-yl-8-(2,3,5-trifluorophenyl)quinoline-3-carboxamide